FC=1C=C(C=CC1F)N1C(C[C@@H](CC12CCN(CC2)C2=NC=NC(=C2)OC2CCOCC2)F)=O |r| rac-1-(3,4-difluorophenyl)-4-fluoro-9-(6-((tetrahydro-2H-pyran-4-yl)oxy)pyrimidin-4-yl)-1,9-diazaspiro[5.5]undecan-2-one